1-methyl-5-(4,4,5,5-tetramethyl-1,3,2-dioxaborolan-2-yl)-1H-benzo[d]Imidazole CN1C=NC2=C1C=CC(=C2)B2OC(C(O2)(C)C)(C)C